[C].C.[C] carbon methane carbon